C(C)(C)(C)OC(=O)N1CC2(CC(C2)NC(=O)NCC2=CC=C(C=C2)Cl)CC1 2-(3-(4-chlorobenzyl)ureido)-6-azaspiro[3.4]octane-6-carboxylic acid tert-butyl ester